CO[C@H]1CN(C[C@@H]1NC(=O)NCCCCCCCCCCCCC)C1=NN=C(O1)C1=CC=C(C(=O)O)C=C1 4-(5-((3S,4S)-3-methoxy-4-(3-tridecylureido)pyrrolidin-1-yl)-1,3,4-oxadiazol-2-yl)benzoic acid